N1C=NC2=C1NCCN2 IMIDAZOPIPERAZINE